N1C(C=CC2=CC=NC=C12)=O 1H-1,7-naphthyridin-2-one